OC1=C(C=C(C(=O)NS(=O)(=O)C2=CC=C(C=C2)N2N=C(C=C2C2=CC=C(C=C2)C)C(F)(F)F)C=C1)OC 4-hydroxy-3-methoxy-N-((4-(5-(p-tolyl)-3-(trifluoromethyl)-1H-pyrazol-1-yl)phenyl)sulfonyl)benzamide